P(=O)(O)(O)O.C(C)C#CCC diethyl-acetylene phosphate